C(C1=CC=CC=C1)OC1=CC=C(C=C1)CC=1C=C(C=CC1Cl)C1C(C(C(C(O1)O)O)O)O 6-[3-[(4-benzyloxyphenyl)methyl]-4-chloro-phenyl]tetrahydropyran-2,3,4,5-tetraol